1,1-Bis(4-hydroxyphenyl)-2-ethyl-hexaneN OC1=CC=C(C=C1)C(=C(CCCC)CC)C1=CC=C(C=C1)O